methyl bromoglutarate BrC(C(=O)OC)CCC(=O)[O-]